CC=1C=CC=C(C1)CC1=CC=CC(=C1)C bis[5-methylphenyl]methane